5-methyl-7-{3-[(1-methyl-1H-1,2,4-triazol-5-yl)carbamoyl]azetidin-1-yl}-4-oxo-1-(1,2,4-thiadiazol-5-yl)-1,4-dihydro-1,8-naphthyridine-3-carboxylic acid CC1=C2C(C(=CN(C2=NC(=C1)N1CC(C1)C(NC1=NC=NN1C)=O)C1=NC=NS1)C(=O)O)=O